ClC1=CC=C(C(=N1)C(=O)O)N[C@H](C)C1=C2N=C(C(=NC2=CC(=C1)C)C#N)N1CCN(CC1)C1=C(C=C(C=C1)C#N)F (R)-6-chloro-3-((1-(2-cyano-3-(4-(4-cyano-2-fluorophenyl)piperazin-1-yl)-7-methylquinoxalin-5-yl)ethyl)amino)picolinic acid